ClC=1C(=NC(=NC1)NC1CCOCC1)C1=CC=C2CN(C(C2=C1)=O)CC(=O)N[C@H]([C@@H](C)O)C1=CC=CC=C1 2-(6-{5-chloro-2-[(oxacyclohex-4-yl)amino]pyrimidin-4-yl}-1-oxo-2,3-dihydro-1H-isoindol-2-yl)-N-[(1S,2R)-2-hydroxy-1-phenylpropyl]acetamide